COC(=O)[C@@]1(N(C[C@@H](C1)F)C(=O)OC(C)(C)C)CC(CBr)O (2R,4R)-2-(3-bromo-2-hydroxypropyl)-4-fluoropyrrolidine-1,2-dicarboxylic acid 1-(tert-butyl) 2-methyl ester